C1(CCCCC1)N1CCC(CC1)NC1=NC(=NC2=CC(=C(C=C12)OC)OCCCN1CCCCC1)N1CCN(CCC1)C(C)C N-(1-cyclohexylpiperidin-4-yl)-2-(4-isopropyl-1,4-diazepan-1-yl)-6-methoxy-7-(3-(piperidin-1-yl)propoxy)quinazolin-4-amine